ClC=1C(=NC(=NC1)N[C@@H]1C[C@H]2CO[C@@H]([C@H]1O)O2)C=2C=C(C1=C(N(C(=N1)[C@H]1COCC1)C(C)C)C2)F (1S,3R,4S,5R)-3-((5-chloro-4-(4-fluoro-1-isopropyl-2-((S)-tetrahydrofuran-3-yl)-1H-benzo[d]imidazol-6-yl)pyrimidin-2-yl)amino)-6,8-dioxabicyclo[3.2.1]octan-4-ol